C(C=C)[C@H]1[C@@H](O[C@H]2[C@H]1O[Si](O[Si](OC2)(C(C)C)C(C)C)(C(C)C)C(C)C)N2C(NC(C=C2)=O)=O 1-((6aR,8R,9R,9aS)-9-allyl-2,2,4,4-tetraisopropyltetrahydro-6H-furo[3,2-f][1,3,5,2,4]trioxadisilocin-8-yl)pyrimidine-2,4(1H,3H)-dione